BrC=1N(C(N(C1)CC(CNC(=O)OC(C)(C)C)CNC(=O)OC(C)(C)C)=NC(OC(C)(C)C)=O)C tert-butyl (4-bromo-1-(3-((tert-butoxycarbonyl)amino)-2-(((tert-butoxycarbonyl)amino)methyl) propyl)-3-methyl-1H-imidazol-2(3H)-ylidene)carbamate